C(C)(C)(C)C1=CC(=NN1)NC([C@H](C)C=1C=NN(C1)C1=CC(=CC=C1)Cl)=O (R)-N-(5-(tert-butyl)-1H-pyrazol-3-yl)-2-(1-(3-chlorophenyl)-1H-pyrazol-4-yl)propanamide